[Cl-].NC1=NC=C(C(=N1)C(F)F)C1=NC(=NC(=N1)N1CCOCC1)N1CCN(CC1)C(CN(C(=O)[C@H]1C[NH2+]CCC1)C)=O (R)-3-((2-(4-(4-(2-amino-4-(difluoromethyl)pyrimidin-5-yl)-6-morpholino-1,3,5-triazin-2-yl)piperazin-1-yl)-2-oxoethyl)(methyl)carbamoyl)piperidin-1-ium chloride